BrC=1C=CC(=C(C1)S(=O)(C1CCOCC1)=N)OC (5-bromo-2-methoxyphenyl)(imino)(tetrahydro-2H-pyran-4-yl)-λ6-sulfanone